NC=1C=[N+](C(=CC1C1CC1)Cl)C(=O)N 3-amino-6-chloro-4-cyclopropylpyridiniumamide